3-(2-chlorophenyl)-1-(4-hydroxyphenyl)-2-propen-1-one ClC1=C(C=CC=C1)C=CC(=O)C1=CC=C(C=C1)O